N-(4-(6-((2S,6R)-2,6-dimethylmorpholino)pyridin-2-yl)thiazol-2-yl)-1-(5-(methylsulfonyl)nicotinoyl)azetidine-2-carboxamide C[C@@H]1O[C@@H](CN(C1)C1=CC=CC(=N1)C=1N=C(SC1)NC(=O)C1N(CC1)C(C1=CN=CC(=C1)S(=O)(=O)C)=O)C